methyl 3-((dimethylthiocarbamoyl) oxy)-4-methoxybenzoate CN(C(=S)OC=1C=C(C(=O)OC)C=CC1OC)C